5-(3-(trifluoromethoxy)phenyl)oxazole-2-carboxamide TFA salt OC(=O)C(F)(F)F.FC(OC=1C=C(C=CC1)C1=CN=C(O1)C(=O)N)(F)F